CN1N=C2C(N(C=3C=CC(=CC23)S(=O)(=O)N)C2=CC=C(C=C2)C(F)(F)F)=C1 2-methyl-4-[4-(trifluoromethyl)phenyl]pyrazolo[4,3-b]indole-7-sulfonamide